CS(=O)(=O)N1CCC2=CC=C(C=C12)C(=O)NCC1=NC=C2C=CC(=NC2=C1)C1=CC(=CC=C1)C1=CC=NC=C1 1-(methylsulfonyl)-N-((2-(3-(pyridin-4-yl)phenyl)-1,6-naphthyridin-7-yl)methyl)indoline-6-carboxamide